1-methylisoquinoline-3-carboxylic acid CC1=NC(=CC2=CC=CC=C12)C(=O)O